C(C)OC1=CC=C(C=C1)C1=CC(=CC=C1)C(C)C1=NC(=NO1)C1=CC(=C(C=C1)C)[N+](=O)[O-] (1-(4'-ethoxy-[1,1'-biphenyl]-3-yl)ethyl)-3-(4-methyl-3-nitrophenyl)-1,2,4-oxadiazole